C[C@@H]1OCC2([C@@H]1N)CCN(CC2)C=2N=C1C(=NC2)N=C(C=C1)SC1=CC(=NC=C1)C(F)(F)F (3S,4S)-3-methyl-8-(6-((2-(trifluoromethyl)pyridin-4-yl)thio)pyrido[2,3-b]pyrazin-2-yl)-2-oxa-8-azaspiro[4.5]decan-4-amine